S(=O)(=O)(C)C=1C=C(C(OC)=CC1)NCC#CC=1C=C2C(=CNC2=C(C1)C(=O)O)CC(F)(F)F 5-[3-(4-mesyl-2-anisidino)-1-propynyl]-3-(2,2,2-trifluoroethyl)-7-indolecarboxylic acid